O=C1C2=CC=CC=C2C(C=2C=CC(=CC12)C=O)=O 9,10-dioxo-9,10-dihydro-anthracene-2-carbaldehyde